tert-Butyl [(1-formylcyclopentyl)methyl]carbamate C(=O)C1(CCCC1)CNC(OC(C)(C)C)=O